FC1=C(C(=CC(=C1)OC1CN(C1)CCCF)F)[C@@H]1N([C@H](CC2=C1NC1=CC=C(C=C21)F)C)CC(F)F (1S,3S)-1-(2,6-difluoro-4-((1-(3-fluoropropyl)azetidin-3-yl)oxy)phenyl)-2-(2,2-difluoroethyl)-6-fluoro-3-methyl-2,3,4,9-tetrahydro-1H-pyrido[3,4-b]indole